3-(4-cyanobenzoyl)-7-methoxycoumarin C(#N)C1=CC=C(C(=O)C=2C(OC3=CC(=CC=C3C2)OC)=O)C=C1